6-((2,4-Dimethoxybenzyl)amino)-4-((3,3,8-trimethyl-1,5-dioxo-1,2,3,5-tetrahydroimidazo[1,5-a]pyridin-6-yl)amino)nicotinic acid ethyl ester C(C)OC(C1=CN=C(C=C1NC1=CC(=C2N(C1=O)C(NC2=O)(C)C)C)NCC2=C(C=C(C=C2)OC)OC)=O